2-[trans-2-[(benzyloxy)methyl]-1,3-dioxane-5-yl]-2,3-dihydro-1H-isoindole-1,3-dione C(C1=CC=CC=C1)OC[C@@H]1OC[C@H](CO1)N1C(C2=CC=CC=C2C1=O)=O